C12(CC3CC(CC(C1)C3)C2)CC=O 2-(adamantan-1-yl)acetaldehyde